(3R,4S)-Acetonitrile-d3 C(C([2H])([2H])[2H])#N